3-[[3-(3-methyl-2-oxo-1H-benzoimidazol-4-yl)cyclobutyl]methoxy]azetidine-1-carboxylic acid benzyl ester C(C1=CC=CC=C1)OC(=O)N1CC(C1)OCC1CC(C1)C1=CC=CC=2NC(N(C21)C)=O